2-chloro-5-(o-tolyl)pyrrolo[2,3-d]Pyrimidine-6-carboxylic acid ClC=1N=CC2=C(N1)N=C(C2C2=C(C=CC=C2)C)C(=O)O